4-(bicyclo[1.1.1]pentan-2-ylamino)-2-((1r,4r)-4-hydroxycyclohexylamino)pyrimidine-5-carboxamide C12C(C(C1)C2)NC2=NC(=NC=C2C(=O)N)NC2CCC(CC2)O